C(C)C1=NC2=CC=C(C=C2C=C1C1=CC=CC=C1)NC(=O)NCC(CC)O 1-(2-ethyl-3-phenylquinolin-6-yl)-3-(2-hydroxybutyl)urea